C=C1C(N(CC1)C(=O)OC(C)(C)C)=O tert-butyl 3-methylene-2-oxo-pyrrolidine-1-carboxylate